7-bromo-2,5-difluoro-2-(propan-2-yl)-1,2,3,4-tetrahydroacridine BrC1=CC(=C2N=C3CCC(CC3=CC2=C1)(C(C)C)F)F